(S)-N-(4-fluoro-3-(trifluoromethyl)phenyl)-N-methyl-2-(6-methyl-4-(trifluoromethyl)pyridin-2-yl)isothiazolidine-3-carboxamide 1,1-dioxide FC1=C(C=C(C=C1)N(C(=O)[C@H]1N(S(CC1)(=O)=O)C1=NC(=CC(=C1)C(F)(F)F)C)C)C(F)(F)F